C(C1=CC=CC=C1)[C@H]1N(C(OC1)=O)C([C@@H]([C@H](CC1(OCCO1)C)O)CC)=O (R)-4-benzyl-3-((2R,3S)-2-ethyl-3-hydroxy-4-(2-methyl-1,3-dioxolan-2-yl)butanoyl)oxazolidin-2-one